pyridoindol N1C=CC2=CC=C3C(=C12)C=CC=N3